(S)-N-(3-(1-((2-ethyl-2H-pyrazolo[3,4-b]pyrazin-6-yl)amino)ethyl)phenyl)-1-isopropyl-1H-pyrazole-4-carboxamide C(C)N1N=C2N=C(C=NC2=C1)N[C@@H](C)C=1C=C(C=CC1)NC(=O)C=1C=NN(C1)C(C)C